((4-fluorophenyl)amino)-N-methyl-4-((5-methyl-4-oxo-4,5-dihydrofuro[3,2-c]pyridin-3-yl)amino)pyrimidine-5-carboxamide tris(2,3-di-tert-butylphenyl)phosphite C(C)(C)(C)C1=C(C=CC=C1C(C)(C)C)OP(OC1=C(C(=CC=C1)C(C)(C)C)C(C)(C)C)OC1=C(C(=CC=C1)C(C)(C)C)C(C)(C)C.FC1=CC=C(C=C1)NC1=NC=C(C(=N1)NC1=COC2=C1C(N(C=C2)C)=O)C(=O)NC